CC1=C(OC2=C1C=CC=C2)C(C)=O 1-(3-methyl-1-benzofuran-2-yl)ethan-1-one